tert-butyl ((R)-1-(((R)-2-cyclopropyl-1-((3aS,4S,6S,7aR)-3a,5,5-trimethylhexahydro-4,6-methanobenzo[d][1,3,2]dioxaborol-2-yl)ethyl) amino)-3-methoxy-1-oxopropan-2-yl)carbamate C1(CC1)C[C@@H](B1O[C@@]2([C@H](O1)C[C@H]1C([C@@H]2C1)(C)C)C)NC([C@@H](COC)NC(OC(C)(C)C)=O)=O